tri-p-tolylsulfonium trifluoromethanesulfonate FC(S(=O)(=O)[O-])(F)F.C1(=CC=C(C=C1)[S+](C1=CC=C(C=C1)C)C1=CC=C(C=C1)C)C